C1(=C(C=CC=C1)OC1CC2(CN(C2)C=O)C1)C (6-(o-tolyloxy)-2-azaspiro[3.3]heptan-2-yl)methanone